COC1=CC=C(C=C1)S(=O)(=O)Cl 4-(methoxy)phenylsulfonyl chloride